(5S,6R)-5-amino-6-methylpiperidin-2-one N[C@H]1CCC(N[C@@H]1C)=O